C1(=CC=CC2=CC=CC=C12)[C@@H](C)N1C=CC(C=C1)(C(=O)OC)C(=O)OC dimethyl (R)-1-(1-(naphthalen-1-yl)ethyl)pyridine-4,4(1H)-dicarboxylate